C(C)C1=NN=C(S1)NC(=O)C=1OC2=CC(=C(C=C2C(C1)=O)C)C N-(5-ethyl-1,3,4-thiadiazol-2-yl)-6,7-dimethyl-4-oxo-4H-chromene-2-carboxamide